CCN(CC)CCC[N+]#[C-] N,N-DIETHYL-N-(3-ISOCYANOPROPYL)AMINE